BrC=1C2=C(C(N(C1)C)=O)N(C(=C2)C2=NC=NC(=C2)C)S(=O)(=O)C2=CC=C(C)C=C2 4-bromo-6-methyl-2-(6-methylpyrimidin-4-yl)-1-tosyl-1,6-dihydro-7H-pyrrolo[2,3-c]pyridin-7-one